C(=O)(C=C)CCCCCC[Si](C)(C)C Acrylhexyl-Trimethylsilane